[N+](=O)([O-])C=1C(=NC=CC1)NCCOC1=CC=CC=C1 3-nitro-N-(2-phenoxyethyl)pyridin-2-amine